manganese bis(triphenylphosphine) ammonium bromide [Br-].[NH4+].C1(=CC=CC=C1)P(C1=CC=CC=C1)C1=CC=CC=C1.C1(=CC=CC=C1)P(C1=CC=CC=C1)C1=CC=CC=C1.[Mn]